1-(4-(2-(2,5-dimethyl-[1,2,4]triazolo[1,5-a]pyridin-8-yl)-3-isopropyl-1H-indol-5-yl)piperidin-1-yl)-2-(dimethylamino)ethan-1-one dysprosium(III) [Dy+3].CC1=NN2C(C(=CC=C2C)C=2NC3=CC=C(C=C3C2C(C)C)C2CCN(CC2)C(CN(C)C)=O)=N1